4,4''-bis{(2-phenylbiphenyl-4-yl)-phenylamino}-1,1':3',1''-terphenyl C1(=CC=CC=C1)C1=C(C=CC(=C1)N(C1=CC=C(C=C1)C1=CC(=CC=C1)C1=CC=C(C=C1)N(C1=CC=CC=C1)C1=CC(=C(C=C1)C1=CC=CC=C1)C1=CC=CC=C1)C1=CC=CC=C1)C1=CC=CC=C1